FC(C1=NC(=CC=C1)C1OC1)(F)F 2-trifluoromethyl-6-(oxiran-2-yl)pyridine